[(1R)-1-(2-chlorophenyl)ethyl] N-[5-chloro-2-[4-(methoxymethoxy)phenyl] thiophen-3-yl]carbamate ClC1=CC(=C(S1)C1=CC=C(C=C1)OCOC)NC(O[C@H](C)C1=C(C=CC=C1)Cl)=O